2-(4,6-bis(2,4-dimethylphenyl)-1,3,5-triazin-2-yl)-5-[(octyl)oxy]-phenol CC1=C(C=CC(=C1)C)C1=NC(=NC(=N1)C1=C(C=C(C=C1)C)C)C1=C(C=C(C=C1)OCCCCCCCC)O